FC(C=1N=NN(C1)C1=C(C=CC=C1)C1=CC(=NC=N1)O)(F)F 6-{2-[4-(trifluoromethyl)-1H-1,2,3-triazol-1-yl]phenyl}pyrimidin-4-ol